(R)-(1,3-Dimethyl-azetidin-3-yl)-(4-isopropyl-phenyl)-{5-[5-(1-methoxymethyl-cyclopropylmethyl)-[1,2,4]oxadiazol-3-yl]-pyridin-3-yl}-methanol CN1CC(C1)(C)[C@@](O)(C=1C=NC=C(C1)C1=NOC(=N1)CC1(CC1)COC)C1=CC=C(C=C1)C(C)C